ortho-tolylene isocyanate CC1(C(C=CC=C1)N=C=O)N=C=O